nickel vanadium Oxygen [O].[V].[Ni]